C(CCC)N1N(C(C=C1C)C)C 1-butyl-2,3,5-trimethylpyrazole